ClC1=C2C=NN(C2=CC(=C1)S(=O)(=O)NC1(C(C1)CCO)C#N)C=1SC(=NN1)C(F)F 4-chloro-N-(1-cyano-2-(2-hydroxyethyl)cyclopropyl)-1-(5-(difluoromethyl)-1,3,4-thiadiazol-2-yl)-1H-indazole-6-sulfonamide